C1(CC1)C(=O)N1C=CC2=CC(=CC=C12)C=1N=C(SC1C)NC(CC1=CC(=CC=C1)OCCCCCO)=O N-(4-(1-(cyclopropanecarbonyl)indol-5-yl)-5-methylthiazol-2-yl)-2-(3-((5-hydroxypentyl)oxy)phenyl)acetamide